C(\C=C\CCCCCCCC)(=O)OCC (E)-ethyl undec-2-enoate